N-methyl-N-phenyl-carbamoyl chloride CN(C(=O)Cl)C1=CC=CC=C1